COC=1C=C(C(=O)NC)C=C(C1OC)OC 3,4,5-trimethoxy-N-methylbenzamide